C1(=CCCCC1)C(=O)SCCNC(CCNC([C@@H](C(COP(OP(OC[C@@H]1[C@H]([C@H]([C@@H](O1)N1C=NC=2C(N)=NC=NC12)O)OP(=O)(O)O)(=O)O)(=O)O)(C)C)O)=O)=O 1-cyclohexenylcarbonyl-CoA